methyl 5-(2-(3-hydroxy-3-methylbutyl)-5-(2-(pyridin-3-yl)thiazole-4-carboxamido)-2H-indazol-6-yl)nicotinate OC(CCN1N=C2C=C(C(=CC2=C1)NC(=O)C=1N=C(SC1)C=1C=NC=CC1)C=1C=NC=C(C(=O)OC)C1)(C)C